C(CCC)[Si](OCCCCC)(OCCCCC)OCCCCC Butyltripentyloxysilane